C1=CC(=C(C(=C1)C(=O)C2=CC=C(C=C2)Br)N)CC(=O)[O-].[Na+] The molecule is the sodium salt of bromfenac. Note that 'bromfenac sodium' commonly refers to the sesquihydrate (120638-55-3); this is the anhydrous form. It has a role as a non-steroidal anti-inflammatory drug and a non-narcotic analgesic. It contains a bromfenac(1-).